CC(C(=O)O)CC(CC)=O 2-METHYL-4-OXOHEXANOIC ACID